formic acid (Z)-hex-3-en-1-yl ester C(C\C=C/CC)OC=O